N-cyclopropyl-N-((3-oxoquinuclidin-2-yl)methyl)-methanesulfonamide C1(CC1)N(S(=O)(=O)C)CC1N2CCC(C1=O)CC2